methyl (4S)-4-(tert-butyloxycarbonylamino)-5-[4-bromo-2-(pyridin-2-carbonyl)anilino]-5-oxo-pentanoate C(C)(C)(C)OC(=O)N[C@@H](CCC(=O)OC)C(=O)NC1=C(C=C(C=C1)Br)C(=O)C1=NC=CC=C1